ClC1=C(C(=CC=C1)F)N1C(NC(C2=C1N=C(C=C2)C(F)(F)F)=O)=O 1-(2-Chloro-6-fluorophenyl)-7-(trifluoromethyl)pyrido[2,3-d]pyrimidine-2,4(1H,3H)-dione